C(C)NC(C=CCCCC=CC(=O)NCC)=O N,N'-diethyl-1,3-propylenebisacrylamide